N-(5-Chlorothiazol-2-yl)-2-(3,3-difluorocyclopentyl)-2-(4-(2-(2-hydroxyethyl)-2H-tetrazol-5-yl)phenyl)acetamide ClC1=CN=C(S1)NC(C(C1=CC=C(C=C1)C=1N=NN(N1)CCO)C1CC(CC1)(F)F)=O